FC1=CC=C(C=C1)N1C(C(=CC=C1C)C(=O)N)=O 1-(4-fluorophenyl)-6-methyl-2-oxo-1,2-dihydropyridin-3-carboxamide